O=C1CCC2N1CCN(C2)C2=NC1=C(N2C(=O)NCCCC2=CC=CC=C2)C=CC=C1 (6-Oxohexahydropyrrolo[1,2-a]pyrazin-2(1H)-yl)-N-(3-phenylpropyl)-1H-benzo[d]imidazole-1-carboxamide